(S)-tert-butyl 4-acetamido-5-(((S)-1-((5-(4-((tert-butoxycarbonyl)amino)butoxy)-2-methylbenzyl)amino)-1-oxo-4-phenylbutan-2-yl)amino)-5-oxopentanoate C(C)(=O)N[C@@H](CCC(=O)OC(C)(C)C)C(=O)N[C@H](C(=O)NCC1=C(C=CC(=C1)OCCCCNC(=O)OC(C)(C)C)C)CCC1=CC=CC=C1